3-(azepan-1-yl)-N-(2,5-difluorophenyl)-7-methyl-1,8-naphthyridin-4-amine N1(CCCCCC1)C=1C=NC2=NC(=CC=C2C1NC1=C(C=CC(=C1)F)F)C